(S)-(4-(difluoromethyl)oxazol-5-yl)(4-(4-(trifluoromethyl)pyrazolo[1,5-a]pyridin-2-yl)-6,7-dihydro-1H-imidazo[4,5-c]pyridin-5(4H)-yl)methanone FC(C=1N=COC1C(=O)N1[C@@H](C2=C(CC1)NC=N2)C2=NN1C(C(=CC=C1)C(F)(F)F)=C2)F